L-Valine, (2R,3R,11bR)-1,3,4,6,7,11b-hexahydro-9,10-di(methoxy-d3)-3-(2-methylpropyl)-2H-benzo[a]quinolizin-2-yl ester N[C@@H](C(C)C)C(=O)O[C@H]1[C@@H](CN2CCC3=C([C@H]2C1)C=C(C(=C3)OC([2H])([2H])[2H])OC([2H])([2H])[2H])CC(C)C